(R)-N-(1-(3-(4-fluorophenyl)-4-oxo-3,4-dihydro-phthalazin-1-yl)piperidin-3-yl)ethylsulphonamide Tris[2-(acryloyloxy)ethyl]phosphate C(C=C)(=O)OCCOP(=O)(OCCOC(C=C)=O)OCCOC(C=C)=O.FC1=CC=C(C=C1)N1N=C(C2=CC=CC=C2C1=O)N1C[C@H](CCC1)CCNS(=O)=O